C12OCC(C1)(C2)C=2N=C1N(C=C(C(=N1)OC(C)C)C(=O)NC=1C(N(C=CC1)C1CC1)=O)C2 2-(2-oxabicyclo[2.1.1]hex-4-yl)-N-(1-cyclopropyl-2-oxo-1,2-dihydropyridin-3-yl)-7-isopropoxylimidazo[1,2-a]pyrimidine-6-carboxamide